C(C)(C)(C)N1CC=C(C=C1)NC(CC1=C(C=CC(=C1)CCCO)O)=O N-tert.-Butyl-4-[[2-[2-hydroxy-5-(3-hydroxypropyl)phenyl]acetyl]amino]pyridin